C1C=CC=2N1C1=CC=CC=C1NC2 5H-pyrrolo[1,2-a]quinoxaline